1-(4-(3-Aminoazetidin-1-yl)-2,6-difluorophenyl)-3-(hydroxymethyl)dihydropyrimidine-2,4(1H,3H)-dione NC1CN(C1)C1=CC(=C(C(=C1)F)N1C(N(C(CC1)=O)CO)=O)F